N1(C=NC=C1)C(=O)N1CCNCC1 (1H-imidazol-1-yl)(piperazin-1-yl)methanone